CC1=NC(=CC(=C1NC(CC1=CC(=C(C=C1)OC)C)=O)C)N1CCOCC1 N-(2,4-Dimethyl-6-morpholin-4-yl-pyridin-3-yl)-2-(4-methoxy-3-methyl-phenyl)-acetamide